Methylenebis(thioglycolic Acid) C(C(C(=O)O)S)C(C(=O)O)S